C(CC)C=1C(OC(C1)OC)(CO)OC propyl-2,5-dihydro-2,5-dimethoxy-2-furanmethanol